N1C[C@H](CC1)C=1C(=NC=CN1)N [(3S)-pyrrolidin-3-yl]pyrazin-2-amine